C(C)(C)(C)OC(N(CCNCC(F)(F)F)C)=O.CC1C(CCC(=C1)C)COC(C(C1=CC=CC=C1)=O)=O.C1(CCCCC1)C(C(=O)OC)=O methyl 2-cyclohexyl-2-oxoacetate (2,4-dimethyl-3-cyclohexen-1-yl)methyl-2-oxo-2-phenylacetate tert-butyl-methyl(2-((2,2,2-trifluoroethyl)amino)ethyl)carbamate